[K].C(=CC)C=CC propenyl-(propylene) Potassium